ClC1=CC=C(C=2C3(NC(NC12)=O)CCCC3)OC3=C(C(=O)O)C=CC=C3F (8'-chloro-2'-oxo-2',3'-dihydro-1'H-spiro[cyclopentane-1,4'-quinazolin]-5'-oxy)-3-fluorobenzoic acid